NC(COCC)N diaminoethoxyethane